2-(5-bromo-1H-pyrrolo[3,2-b]pyridin-2-yl)ethanol BrC1=CC=C2C(=N1)C=C(N2)CCO